N-(2-((3S,4R)-3-fluoro-4-methoxyPiperidin-1-yl)pyrimidin-4-yl)-5-isopropyl-8-((2R,3S)-2-methyl-3-(((S)-methylsulfinyl)methyl)azetidin-1-yl)isoquinolin-3-amine F[C@H]1CN(CC[C@H]1OC)C1=NC=CC(=N1)NC=1N=CC2=C(C=CC(=C2C1)C(C)C)N1[C@@H]([C@H](C1)C[S@@](=O)C)C